C(C1=CC=CC=C1)[N+]1(CCOCC1)C N-benzyl-N-methylmorpholinium